Cl.C1(CC1)C1(COC1)N 3-cyclopropyloxetan-3-amine hydrochloride